C(C=C)(=O)N1CCC(CC1)NC(=O)C1=NN(C2=C1CN(CC2C)C(=O)C=2NC=CC2)CC2=CC=C(C=C2)F N-(1-acryloylpiperidin-4-yl)-1-(4-fluorobenzyl)-7-methyl-5-(1H-pyrrole-2-carbonyl)-4,5,6,7-tetrahydro-1H-pyrazolo[4,3-c]pyridine-3-carboxamide